N-[(5-cyclopropyl-6-fluoropyridin-2-yl)(phenyl)methyl]-4-fluoro-1-[2-(4-methyl-5-oxo-4,5-dihydro-1,3,4-oxadiazol-2-yl)acetyl]pyrrolidine-2-carboxamide C1(CC1)C=1C=CC(=NC1F)C(NC(=O)C1N(CC(C1)F)C(CC=1OC(N(N1)C)=O)=O)C1=CC=CC=C1